FC=1C=CC=C2C=CC=C(C12)N1CC=2N=C(N=C(C2CC1)OC)OCC12CCCN2CCC1 7-(8-fluoronaphthalen-1-yl)-2-((hexahydro-1H-pyrrolizin-7a-yl)methoxy)-4-methoxy-5,6,7,8-tetrahydropyrido[3,4-d]pyrimidine